C(C)OC(CC(C=1C=C(C2=C(C=CS2)C1)CO)C1=C(C2=C(N(N=N2)C)C(=C1)OC(F)F)C)=O.C(C=C)(=O)OCCCCCCCCCCCCCCCCCCCC[SiH2]C(Br)Br acryloyloxyeicosyl-dibromomethylsilane ethyl-3-[7-(difluoromethoxy)-1,4-dimethyl-1H-benzotriazol-5-yl]-3-[7-(hydroxymethyl)-1-benzothiophen-5-yl]propanoate